4-isobutyl-1-isobutylaminocarbonyl-2-benzyl-4,10-diaza-9-oxo-tricyclo[5.3.1.03,8]undecane C(C(C)C)N1C2C(C3(NC(C2C(CC1)C3)=O)C(=O)NCC(C)C)CC3=CC=CC=C3